D-2-butoxy-8-(3-(pyrrolidin-1-ylmethyl)benzyl)pyrazolo[1,5-a][1,3,5]triazin-4-amine C(CCC)OC1=NC=2N(C(=N1)N)N=CC2CC2=CC(=CC=C2)CN2CCCC2